C(C)OC(C(=O)NCC(=O)C1=C(C=CC=C1)C1CC1)=O 2-((2-(2-Cyclopropylphenyl)-2-oxoethyl)amino)-2-oxoacetic acid ethyl ester